C(C)C1=C(C(=C(C(=O)OC(COC)C)C=C1)F)SC1=CNC2=C(C(=CC=C12)Cl)F Propylenglycol e-Methyl ether ethyl-3-((6-chloro-7-fluoro-1H-indol-3-yl)thio)-2-fluorobenzoate